4-carbamimidoyl-2-fluorophenyl-2-(4-((4-methoxy-4-oxobutyl)(methyl)carbamoyl)piperidin-1-yl)thiazole-5-carboxylic acid C(N)(=N)C1=CC(=C(C=C1)C=1N=C(SC1C(=O)O)N1CCC(CC1)C(N(C)CCCC(=O)OC)=O)F